3-(4,5-dihydro-1H-pyrazol-5-yl)-5-fluoropyridine N1N=CCC1C=1C=NC=C(C1)F